8-Methoxy-6-(3-methylisothiazol-5-yl)-N-((6-methylpyridazin-3-yl)methyl)quinazolin-4-amine COC=1C=C(C=C2C(=NC=NC12)NCC=1N=NC(=CC1)C)C1=CC(=NS1)C